9-(hydroxymethyl)heptadecanedioic acid dibenzyl ester C(C1=CC=CC=C1)OC(CCCCCCCC(CCCCCCCC(=O)OCC1=CC=CC=C1)CO)=O